4-(3-hydroxyphenyl)benzonitrile OC=1C=C(C=CC1)C1=CC=C(C#N)C=C1